2-Methyl-1-(5-(4,4,5,5-tetramethyl-1,3,2-dioxaborolane-2-yl)-2H-indazol-2-yl)Propan-2-ol CC(CN1N=C2C=CC(=CC2=C1)B1OC(C(O1)(C)C)(C)C)(C)O